CN(S(=O)(=O)N[C@@H]1[C@@H](N([C@@H](C1)C)C(=O)OC)COC1CC2CC2(CC1)C1=CC(=CC=C1)F)C methyl (2R,3S,5R)-3-((N,N-dimethylsulfamoyl)amino)-2-(((6-(3-fluorophenyl)bicyclo[4.1.0]heptan-3-yl)oxy)methyl)-5-methylpyrrolidine-1-carboxylate